2-(5-chloropyridin-2-yl)-4-(pyridin-2-yl)phthalazin-1(2H)-one ClC=1C=CC(=NC1)N1C(C2=CC=CC=C2C(=N1)C1=NC=CC=C1)=O